N(=[N+]=[N-])CCOCCOCCOCCOCCOCCOC=1C=C(C=CC1)C(C[N+](=O)[O-])N1C(=CC2=CC=CC=C12)C1=CC=CC=C1 (1-(3-((17-azido-3,6,9,12,15-pentaoxaheptadecyl)oxy)phenyl)-2-nitroethyl)-2-phenyl-1H-indole